ClC=1C=C(C(=NC1)OC)S(=O)(=O)NC1=C(C(=C(C=C1)F)C=1C=C2C=NC(=NC2=CC1)NC1CCC(CC1)N1C[C@@H](CC1)F)F 5-chloro-N-(2,4-difluoro-3-(2-(((1S,4s)-4-((R)-3-fluoropyrrolidin-1-yl)cyclohexyl)amino)quinazolin-6-yl)phenyl)-2-methoxypyridine-3-sulfonamide